CC=1C=C2C(=NN(C2=CC1C)C1OCCCC1)B1OC(C(O1)(C)C)(C)C 5,6-dimethyl-1-(tetrahydro-2H-pyran-2-yl)-3-(4,4,5,5-tetramethyl-1,3,2-dioxaborolan-2-yl)-1H-indazole